C(C)(C)(C)OC(=O)N\C(=N/C(=O)OC(C)(C)C)\NC1=CC=C(S1)C(=O)OC methyl 5-{[(1E)-{[(tert-butoxy)carbonyl]amino}({[(tert-butoxy)carbonyl]imino})methyl]amino}thiophene-2-carboxylate